(2S)-2-(2-hydroxyethoxy)propanoic acid OCCO[C@H](C(=O)O)C